N-((3-Aminooxetan-3-yl)methyl)-2-chloro-6-methylquinazolin-4-amine NC1(COC1)CNC1=NC(=NC2=CC=C(C=C12)C)Cl